1-methoxy-4-(1-(octyloxy)prop-1-en-2-yl)benzene COC1=CC=C(C=C1)C(=COCCCCCCCC)C